COC(=O)C=1N=C(OC1)COC1=CC=C(C=C1)CCCCN1N=NC=C1 2-((4-(4-(1H-1,2,3-triazol-1-yl)butyl)phenoxy)methyl)oxazole-4-carboxylic acid methyl ester